C1(=CC=CC=C1)[Si](C1=CC=C(C=C1)[PH2]=O)(C1=CC=CC=C1)C1=CC=CC=C1 4-(triphenylsilyl)phenyl-phosphine oxide